C(CCC)C1(N(C(C=2C=CCCC12)=O)CC=1C=NC=CC1)O 3-butyl-3-hydroxy-2-pyridin-3-ylmethyl-2,3,4,5-tetrahydro-1H-isoindol-1-one